6,7-dimethoxyquinoline hydrochloride Cl.COC=1C=C2C=CC=NC2=CC1OC